FC(C1=CC(=NC2=CC=CC=C12)C(=O)NN)(F)F 4-(trifluoromethyl)quinolinecarboxylic acid hydrazide